[Na].[Zn] zinc sodium salt